C(C)(C)(C)OC(=O)N1C(CCCC1)C1=CC=C2C(=N1)N(C(=C2)C=2N=C1N(C(=CC(=C1)C(=O)OC)OC)C2C)CC2CC2 methyl 2-(6-(1-(tert-butoxycarbonyl)piperidin-2-yl)-1-(cyclopropylmethyl)-1H-pyrrolo[2,3-b]pyridin-2-yl)-5-methoxy-3-methylimidazo[1,2-a]pyridine-7-carboxylate